1-(4-(1-isopropyl-3-methyl-7-(4-((4-(methylsulfonyl)piperidin-1-yl)methyl)phenyl)-2-oxo-1,2,3,6-tetrahydroimidazo[4,5-d]pyrrolo[2,3-b]pyridin-8-yl)phenyl)cyclopropane-1-carbonitrile C(C)(C)N1C(N(C=2C1=C1C(=NC2)NC(=C1C1=CC=C(C=C1)C1(CC1)C#N)C1=CC=C(C=C1)CN1CCC(CC1)S(=O)(=O)C)C)=O